tert-Butyl ((3R)-1-(1-methyl-5-((tetrahydrofuran-3-yl)amino)-1H-benzo[d]imidazol-2-yl)piperidin-3-yl)carbamate CN1C(=NC2=C1C=CC(=C2)NC2COCC2)N2C[C@@H](CCC2)NC(OC(C)(C)C)=O